C/C(=C/C=C(\\C(=O)O)/O)/C(=O)O The molecule is a dicarboxylic acid that is cis,cis-muconic acid in which the hydrogens at positions 2 and 5 are substituted by hydroxy and methyl groups, respectively. It is an enol and a polyunsaturated dicarboxylic acid. It derives from a cis,cis-muconic acid.